FC(C=1C=C(\C=N\C(C(=O)[O-])(CC)CBr)C=C(C1)C(F)(F)F)(F)F (E)-2-((3,5-bis(trifluoromethyl) benzylidene) amino)-2-bromomethylbutyrate